methyl (3R)-3-ethyl-5-fluoro-1,2,3,4-tetrahydroisoquinoline-7-carboxylate C(C)[C@H]1NCC2=CC(=CC(=C2C1)F)C(=O)OC